N=1C=NN2C1C=C(C=C2)OC2=C(C=C(C=C2)NC2=NC=NC1=CC(=C(C=C21)[N+](=O)[O-])OCC)C N-(4-([1,2,4]triazolo[1,5-a]pyridin-7-yloxy)-3-methylphenyl)-7-ethoxy-6-nitroquinazolin-4-amine